4-((2,4,6-trifluorophenoxy)carbonyl)piperidine-1-oxide FC1=C(OC(=O)C2CC[NH+](CC2)[O-])C(=CC(=C1)F)F